3-phenyl-1-(3-methylphenyl)-3,4-dihydro-1H-benzopyrano[4,3-d]pyrimidine C1(=CC=CC=C1)N1CN(C2=C(C1)COC1=C2C=CC=C1)C1=CC(=CC=C1)C